N-(5-cyano-6-(difluoromethoxy)pyridin-3-yl)-2-(difluoromethyl)-9,9-dimethyl-8,9-dihydro-7H-cyclopenta[d]imidazo[1,2-B]pyridazine-7-carboxamide C(#N)C=1C=C(C=NC1OC(F)F)NC(=O)C1CC(C=2C=3N(N=CC21)C=C(N3)C(F)F)(C)C